hydroxyl-oxo-diethylamine sodium dipropionate C(CC)(=O)[O-].C(CC)(=O)[O-].[Na+].ON(CC=O)CC.[Na+]